6-((3-hydroxypyrrolidin-1-yl)methyl)-2-iminooctanoic acid OC1CN(CC1)CC(CCCC(C(=O)O)=N)CC